(3,5-difluoro-2-nitrophenyl)(methyl-d3)carbamic acid tert-butyl ester C(C)(C)(C)OC(N(C([2H])([2H])[2H])C1=C(C(=CC(=C1)F)F)[N+](=O)[O-])=O